FC(C(=O)O)(F)F.BrC1=CC2=C(N(C(N2C2CCNCC2)=O)CC2=NC=C(C=C2)C=2OC(=NN2)C(F)F)C=C1F 5-bromo-1-((5-(5-(difluoromethyl)-1,3,4-oxadiazole-2-yl)pyridine-2-yl)methyl)-6-fluoro-3-(piperidine-4-yl)-1,3-dihydro-2H-benzo[d]imidazole-2-one 2,2,2-trifluoroacetate